tris-(hydroxyethyl)-aminomethane OCCC(N)(CCO)CCO